C(C)(C)(C)OC(=O)N(C(OC(C)(C)C)=O)C=1C2=C(N=CN1)N(C=C2C2=CC=C(C1=C2C=NO1)NC(=O)NC1=CC(=C(C=C1)OC1CCN(CC1)CC)C(F)(F)F)C1CC1 tert-butyl (tert-butoxycarbonyl)(7-cyclopropyl-5-(7-(3-(4-((1-ethylpiperidin-4-yl)oxy)-3-(trifluoromethyl)phenyl)ureido)benzo[d]isoxazol-4-yl)-7H-pyrrolo[2,3-d]pyrimidin-4-yl)carbamate